diisooctanol terephthalate C(C1=CC=C(C(=O)O)C=C1)(=O)O.C(CCCCC(C)C)O.C(CCCCC(C)C)O